C(C)(C)(C)C=1C=C(C=C(C1O)C(C)(C)C)CCC(=O)OCC(COC(CCC1=CC(=C(C(=C1)C(C)(C)C)O)C(C)(C)C)=O)(COC(CCC1=CC(=C(C(=C1)C(C)(C)C)O)C(C)(C)C)=O)COC(CCC1=CC(=C(C(=C1)C(C)(C)C)O)C(C)(C)C)=O pentaerythritol tetrakis-[β-(3,5-di-tert-butyl-4-hydroxyphenyl)-propionate]